ClC1=C(C=CC=C1)[C@H](C)NC=1C(=NC=C(C1)F)F (S)-N-(1-(2-chlorophenyl)ethyl)-2,5-difluoropyridin-3-amine